Cl.NC=1C(=C2C(=NC1)C=CO2)N[C@H]2CC[C@@H](OC2)CC#N 2-((2R,5S)-5-(6-aminofuro[3,2-b]pyridine-7-ylamino)tetrahydro-2H-pyran-2-yl)acetonitrile hydrochloride